9,9'-spirobifluorene-1,1'-diol C1(=CC=CC=2C3=CC=CC=C3C3(C12)C1=CC=CC=C1C=1C=CC=C(C13)O)O